2-{4-oxo-1H,5H-pyrrolo[3,2-c]pyridine-2-carbonyl}-hexahydro-1H-cyclopenta[c]pyrrole-1-carboxamide O=C1NC=CC2=C1C=C(N2)C(=O)N2C(C1C(C2)CCC1)C(=O)N